methylfuro[3,2-c]pyridin-4-one CC1C=C2C(N=CC=C2O1)=O